ClC1=C(C=CC(=C1)C)N(C=1C=C(C(=O)N2CCN(CC2)CC2=NC3=C(N2C[C@H]2OCC2)C=C(C=C3)C(=O)O)C=CC1)CC 2-[(4-{3-[(2-chloro-4-methylphenyl)(ethyl)amino]benzoyl}piperazin-1-yl)methyl]-1-{[(2S)-oxetan-2-yl]methyl}-1H-1,3-benzodiazole-6-carboxylic acid